N1CC(C1)[C@](CNC1=CC(=NC=2N1N=C(C2)C(F)(F)F)C(F)(F)F)(C)C2=CC=CC=C2 (R)-N-(2-(azetidin-3-yl)-2-phenylpropyl)-2,5-bis(trifluoromethyl)pyrazolo[1,5-a]pyrimidin-7-amine